COC(=O)C1(CC=C(CC1)OS(=O)(=O)C(F)(F)F)OC 1-methoxy-4-(((trifluoromethyl)sulfonyl)oxy)cyclohex-3-ene-1-carboxylic acid methyl ester